2,2-dichloro-N-(1,3-dioxolan-2-yl-methyl)-N-(2-propenyl)-acetamide ClC(C(=O)N(CC=C)CC1OCCO1)Cl